N-({3-chloro-4-[(2RS)-1,1,2-trifluoro-2-(trifluoromethoxy)ethoxy]phenyl}carbamoyl)-2,6-difluorobenzamide ClC=1C=C(C=CC1OC([C@H](OC(F)(F)F)F)(F)F)NC(=O)NC(C1=C(C=CC=C1F)F)=O |r|